CC1=NC=C(C(=N1)C(F)(F)F)N1CC2(C1)CN(CC2)C2=CN=C1C(=N2)N(N=C1)C1COC1 2-[2-methyl-4-(trifluoromethyl)pyrimidin-5-yl]-6-[1-(oxetan-3-yl)-1H-pyrazolo[3,4-b]pyrazin-6-yl]-2,6-diazaspiro[3.4]octane